C(CCCCCCCC(C)C)OCCCCCCCCC(C)C isoundecyl ether